3-(2-((6-methoxypyridin-3-yl)methyl)-1-oxo-1,2-dihydrophthalazin-6-ylsulfonyl)benzamide COC1=CC=C(C=N1)CN1C(C2=CC=C(C=C2C=N1)S(=O)(=O)C=1C=C(C(=O)N)C=CC1)=O